C=CC=CCCCCC Nondiene